FC=1C=C(C(=O)NC=2OC(=NN2)C2=CC=C(C=C2)OC(F)(F)F)C=CC1OC(F)(F)F 3-fluoro-4-(trifluoromethoxy)-N-(5-(4-(trifluoromethoxy)phenyl)-1,3,4-oxadiazol-2-yl)benzamide